methyl 3-((5-acetyl-2-(cyclopropanecarboxamido) pyridin-4-yl) amino)-2-methoxybenzoate C(C)(=O)C=1C(=CC(=NC1)NC(=O)C1CC1)NC=1C(=C(C(=O)OC)C=CC1)OC